ClC1=CC=C(OC2=CC=C(C=C2)NC2=NC3=CC=CC=C3C=C2)C=C1 N-(4-(4-chlorophenoxy)phenyl)quinolin-2-amine